C(=O)(O)[NH-] carboxylAmide